4-(5-{[(4-fluorophenyl)methyl](methyl)amino}-1-(furan-3-carbonyl)-4-methoxy-1H-pyrazol-3-yl)-3-methyl-1-[2-(morpholin-4-yl)-2-oxoethyl]azetidin-2-one FC1=CC=C(C=C1)CN(C1=C(C(=NN1C(=O)C1=COC=C1)C1C(C(N1CC(=O)N1CCOCC1)=O)C)OC)C